S1C2=C(C=C1)C(=CC=C2)N2C[C@H](N(CC2)CC[C@@H]2CC[C@H](CC2)N)C Trans-4-(2-((R)-4-(benzo[b]thiophene-4-yl)-2-methylpiperazin-1-yl)ethyl)cyclohexane-1-amine